3-((4-(docosyloxy)phenyl)sulfonyl)-4-(4-(4-(1-ethylpiperidin-4-yl)piperazin-1-yl)piperidin-1-yl)-6-(methylsulfonyl)quinoline C(CCCCCCCCCCCCCCCCCCCCC)OC1=CC=C(C=C1)S(=O)(=O)C=1C=NC2=CC=C(C=C2C1N1CCC(CC1)N1CCN(CC1)C1CCN(CC1)CC)S(=O)(=O)C